1-{6-[(2,5-dioxopyrrolidine-1-yl)oxy]-6-oxohexyl}-1H-pyrrole-2,5-dione O=C1N(C(CC1)=O)OC(CCCCCN1C(C=CC1=O)=O)=O